5-(2-Chloro-5-(isobutyrylaminomethyl)benzoylamino)-1-(2-methoxyethyl)-1H-indole-2-carboxylic acid ClC1=C(C(=O)NC=2C=C3C=C(N(C3=CC2)CCOC)C(=O)O)C=C(C=C1)CNC(C(C)C)=O